2-(((3R,4S)-4-(3-fluoro-4-(trifluoromethoxy)phenoxy)-3-hydroxy-3-(hydroxymethyl)pyrrolidin-1-yl)sulfonyl)-5-(trifluoromethyl)benzonitrile FC=1C=C(O[C@@H]2[C@@](CN(C2)S(=O)(=O)C2=C(C#N)C=C(C=C2)C(F)(F)F)(CO)O)C=CC1OC(F)(F)F